5-chloro-N-(2,4-dimethoxybenzyl)-6-fluoro-N-(6-fluoropyridin-2-yl)pyridine-3-sulfonamide ClC=1C=C(C=NC1F)S(=O)(=O)N(C1=NC(=CC=C1)F)CC1=C(C=C(C=C1)OC)OC